CC=1NC=2C=CC=C(C2C1)C(=O)N 2-methylindole-4-carboxamide